isobutyl 4-((2-ethylhexyl)(ethoxycarbonyl)amino)3-methylbutanoate C(C)C(CN(CC(CC(=O)OCC(C)C)C)C(=O)OCC)CCCC